C1NC(C=2C=NC=CC21)=O 1H-pyrrolo[3,4-c]Pyridin-3(2H)-one